Ruthenium (tricyclohexylphosphine) C1(CCCCC1)P(C1CCCCC1)C1CCCCC1.[Ru]